5'-chloro-2'-fluoro-5-morpholino-[2,3'-bipyridin]-6'-amine ClC=1C=C(C(=NC1N)F)C1=NC=C(C=C1)N1CCOCC1